(+)-alpha-terpineol CC1=CC[C@@H](CC1)C(C)(C)O